C(#N)C1=C(C=C(C=C1)C1=NC=2N(C=C1)N=CC2C=2C=C(C(=O)NCCN(CC)CC)C=CC2)O[C@H](CN2N=NN=C2)C 3-[5-(4-cyano-3-{[(2S)-1-(1H-tetrazol-1-yl)propan-2-yl]oxy}phenyl)pyrazolo[1,5-a]pyrimidin-3-yl]-N-[2-(diethylamino)ethyl]benzamide